C1(CC1)S(=O)C=1N=C2N(N1)[C@@H](C[C@@H]2F)C2=CC=CC=C2 (5s,7s)-2-cyclopropylsulfinyl-7-fluoro-5-phenyl-6,7-dihydro-5H-pyrrolo[1,2-b][1,2,4]triazole